NCCCNC(OCC1=CC=CC=C1)=O benzyl (3-amino-propyl)-carbamate